FC(N1CCN(CC1)CC=1C=C2C(N(C(C2=CC1)=O)C1C(NC(CC1)=O)=O)=O)F 5-((4-(difluoromethyl)piperazin-1-yl)methyl)-2-(2,6-dioxopiperidin-3-yl)isoindoline-1,3-dione